O=C1N(C2C=C(CN1C2)N2N=C(C=C2)C(NC2=NC=CC=C2)=O)OS(=O)(=O)[O-] [7-oxo-3-[3-(2-pyridylcarbamoyl)pyrazol-1-yl]-1,6-diazabicyclo[3.2.1]oct-3-en-6-yl]-sulfat